BrC=1C(=CC(=NC1)Cl)C[C@]1(C[C@@H](N(C1)C(=O)OC(C)(C)C)C)O tert-Butyl (2S,4R)-4-((5-bromo-2-chloropyridin-4-yl)methyl)-4-hydroxy-2-methylpyrrolidine-1-carboxylate